O=C1C2(CC2C(N1)=O)N1C(C2=CC=CC(=C2C1=O)F)=O 2-(2,4-Dioxo-3-azabicyclo[3.1.0]hexan-1-yl)-4-fluoroisoindoline-1,3-dione